COC1(N(CCC1)C)OC 2,2-dimethoxy-1-methyl-pyrrolidine